BrC1=CC=C2C(N(C(=NC2=C1)C(CC1=CC(=CC(=C1)F)F)NC(C)=O)C=1C=CC(=C2C(=NN(C12)CC(F)F)NS(=O)(=O)C1CC1)Cl)=O N-(1-(7-bromo-3-(4-chloro-3-(cyclopropanesulfonamido)-1-(2,2-difluoroethyl)-1H-indazol-7-yl)-4-oxo-3,4-dihydroquinazolin-2-yl)-2-(3,5-difluorophenyl)ethyl)acetamide